N[C@H](C(=O)NCC(CC1CCN(CC1)C1=NC=NC2=C(C=CC=C12)OC)P(O)(O)=O)C(C)(C)C (1-((S)-2-amino-3,3-dimethylbutanamido)-3-(1-(8-methoxyquinazolin-4-yl)piperidin-4-yl)propan-2-yl)phosphonic acid